N-((4-(3-(bromomethyl)benzofuran-5-yl)-3-fluoropyridin-2-yl)methyl)-2-methylpropane-2-sulfinamide BrCC1=COC2=C1C=C(C=C2)C2=C(C(=NC=C2)CNS(=O)C(C)(C)C)F